ClC=1C=C2C=NN(C2=CC1N1CCN(CC1)C1(COC1)C)C=1C=NN(C1)C1=NC=C(C=N1)F 5-chloro-1-(1-(5-fluoropyrimidin-2-yl)-1H-pyrazol-4-yl)-6-(4-(3-methyloxetan-3-yl)piperazin-1-yl)-1H-indazole